NC([C@H](CCC(=O)O)N1C(C2=CC=CC(=C2C1)OCC1=C(C=C(C=C1)CN1CCOCC1)NCCOC)=O)=O (4S)-5-Amino-4-[4-[[2-(2-methoxyethylamino)-4-(morpholinomethyl)-phenyl]methoxy]-1-oxo-isoindolin-2-yl]-5-oxo-pentanoic acid